CC1=CCC(CC1)(O)C(C)C 4-Methyl-1-(propan-2-yl)cyclohex-3-en-1-ol